C12(CCC(CC1)CC2)N2C=CC1=C2N=CN=C1Cl 7-(Bicyclo[2.2.2]octan-1-yl)-4-chloro-7H-pyrrolo[2,3-d]pyrimidine